(1R,2S,3R,5R)-3-{4-amino-2-chloropyrrolo[2,3-d]pyrimidin-7-yl}-5-(1-methylpyrazol-4-yl)cyclopentane-1,2-diol NC=1C2=C(N=C(N1)Cl)N(C=C2)[C@H]2[C@@H]([C@@H]([C@H](C2)C=2C=NN(C2)C)O)O